C(#N)C1=CC(=NN1CC1=CC=C(C=C1)F)C(=O)N[C@@H]1C(N(C2=C(OC1)C=CC=N2)C)=O (S)-5-cyano-1-(4-fluorophenylmethyl)-N-(5-methyl-4-oxo-2,3,4,5-tetrahydropyrido[3,2-b][1,4]oxazepin-3-yl)-1H-pyrazole-3-carboxamide